O1C(CCCC1)ONC(=O)C1OC2=C(C=CC=C2CC1)NC(OCC1=CC=CC=C1)=O Benzyl (2-(((tetrahydro-2H-pyran-2-yl)oxy)carbamoyl)chroman-8-yl)carbamate